(S)-5'-(1-((cyclobutylcarbamoyl)oxy)-2,2,2-trifluoroethyl)-2'-fluoro-4-methoxy-[1,1'-biphenyl]-3-carboxylic acid C1(CCC1)NC(=O)O[C@H](C(F)(F)F)C=1C=CC(=C(C1)C1=CC(=C(C=C1)OC)C(=O)O)F